(1r,3r)-N-{5-[(2S)-bicyclo[2.2.2]octan-2-yl]-1,3-thiazol-2-yl}-3-(cyanoamino)cyclobutane-1-carboxamide C12[C@H](CC(CC1)CC2)C2=CN=C(S2)NC(=O)C2CC(C2)NC#N